CC1C(CCCCC1)C 1,2-dimethylcycloheptane